C(C)(C)(C)OC(=O)N1C=C(C2=CC(=CC(=C12)C#N)F)B1OC(C(O1)(C)C)(C)C.C1=CC=CC=2C=C(C3=C(C4=C(O3)C=CC=C4)C12)C=1C=C(C=CC1)C=1C=C(C=CC1)C1=NC(=NC(=N1)C1=CC=CC=C1)C1=CC=CC=C1 2-{3-[3-(benzo[b]naphtho[1,2-d]furan-6-yl)Phenyl]phenyl}-4,6-diphenyl-1,3,5-triazine tert-butyl-7-cyano-5-fluoro-3-(4,4,5,5-tetramethyl-1,3,2-dioxaborolan-2-yl)indole-1-carboxylate